7-amino-2H-1,4-benzoxazin-3(4H)-one NC1=CC2=C(NC(CO2)=O)C=C1